(2-((5-bromo-2-((1-methyl-1H-indazol-6-yl)amino)pyrimidine-4-yl)amino)-3-methoxyphenyl)methylsulfonamide BrC=1C(=NC(=NC1)NC1=CC=C2C=NN(C2=C1)C)NC1=C(C=CC=C1OC)CS(=O)(=O)N